N-(isoquinolin-5-yl)picolinamide C1=NC=CC2=C(C=CC=C12)NC(C1=NC=CC=C1)=O